C(OC(C)(C)C)([O-])=O t-butyl carbonate